Cl.Cl.C1(=CC=CC=C1)C1CN(CCN1)C=1N=NC(=CN1)C1=C(C=C(C=C1)C=1C=NNC1)O 2-[3-(3-phenylpiperazin-1-yl)-1,2,4-triazin-6-yl]-5-(1H-pyrazol-4-yl)phenol dihydrochloride